tert-butyl rac-(1S,2S)-2-(5-((tert-butyldiphenylsilyl)oxy)pentyl)-2-methylcyclopropane-1-carboxylate [Si](C1=CC=CC=C1)(C1=CC=CC=C1)(C(C)(C)C)OCCCCC[C@@]1([C@H](C1)C(=O)OC(C)(C)C)C |r|